[Fe+2].CC1=C2C=CC=NC2=C2N=CC=CC2=C1C 5,6-dimethylphenanthroline iron (II)